C(N)(OCCOC1=CC=CC=C1)=O (2-phenoxyethyl) carbamate